N[C@H]1CN(CCCC1)C(=O)C1=NN(C(=C1)C1=CC(=C(C#N)C=C1)F)C1=C(C=C(C=C1)N1CCCCC1)F (R)-4-(3-(3-aminoazepane-1-carbonyl)-1-(2-fluoro-4-(piperidine-1-yl)phenyl)-1H-pyrazole-5-yl)-2-fluorobenzonitrile